methyl 4-{2-[2-(tert-butoxy)ethoxy]-6-methoxyphenyl}-5-(2-methoxyethoxy)-6-oxopyran-2-carboxylate C(C)(C)(C)OCCOC1=C(C(=CC=C1)OC)C=1C=C(OC(C1OCCOC)=O)C(=O)OC